(2S)-2-(methylamino)-3-pyridin-3-ylpropionic acid CN[C@H](C(=O)O)CC=1C=NC=CC1